ClC1=C(C=C(C=C1)C1=NN2C(CN(CC2(C)C)C(=O)OC(C)(C)C)=C1C1=CC=NC=C1)C tert-butyl 2-(4-chloro-3-methylphenyl)-7,7-dimethyl-3-(pyridin-4-yl)-6,7-dihydropyrazolo[1,5-a]pyrazine-5(4H)-carboxylate